ClC=1C=C(C=C(C1)Cl)C1=NC(=CC(=C1)CN1CC[C@H]2C[C@H]2CC1)OC=1C=NC(=NC1)N1CCN(CC1)C (1R,7S,8r)-4-((2-(3,5-Dichlorophenyl)-6-((2-(4-methylpiperazin-1-yl)pyrimidin-5-yl)oxy)pyridin-4-yl)methyl)-4-azabicyclo[5.1.0]octan